1-[(2S)-2-[4-[(4-tert-butylphenyl)-hydroxy-methyl]triazol-1-yl]-3,3-dimethyl-butyryl]-4-hydroxy-N-methyl-pyrrolidine-2-carboxamide C(C)(C)(C)C1=CC=C(C=C1)C(C=1N=NN(C1)[C@H](C(=O)N1C(CC(C1)O)C(=O)NC)C(C)(C)C)O